acetone, Tosylate salt S(=O)(=O)(O)C1=CC=C(C)C=C1.CC(=O)C